(E)-2-Octanone CC(CCCCCC)=O